C1(CC1)NC(C1=CC(=C(C=C1)C)C1=CC2=C(N(CCOC2)CCOC)N=C1)=O N-cyclopropyl-3-(1-(2-methoxyethyl)-1,2,3,5-tetrahydropyrido[2,3-e][1,4]oxazepin-7-yl)-4-methylbenzamide